(3S)-1-[3-[4-(5-Cyclopropyl-4H-1,2,4-triazol-3-yl)phenyl]azetidine-1-carbonyl]pyrrolidine-3-carboxamide C1(CC1)C=1NC(=NN1)C1=CC=C(C=C1)C1CN(C1)C(=O)N1C[C@H](CC1)C(=O)N